CC(C(=O)N1N=CC2=CC3=C(C=C12)C(=C(N3C3=CC(=C(C=C3)F)OC)C(C)C)CC(C(=O)OCC)C)(C)C ethyl 3-[1-(2,2-dimethylpropanoyl)-5-(4-fluoro-3-methoxy-phenyl)-6-isopropyl-pyrrolo[2,3-f]indazol-7-yl]-2-methyl-propanoate